2-ISOCYANO-5-(TRIFLUOROMETHYL)PYRIDINE [N+](#[C-])C1=NC=C(C=C1)C(F)(F)F